FC(OC1=CC=C(C=C1)NC1CCN(CC1)S(=O)(=O)C1=CC=C(C=C1)C=1C=CC=2N(C1)C(=CN2)C#N)(F)F 6-{4-[(4-{[4-(trifluoromethoxy)phenyl]Amino}piperidin-1-yl)sulfonyl]phenyl}imidazo[1,2-a]pyridine-3-carbonitrile